OC[C@@H](C1=NC(=NO1)C1=CC(=CC=C1)C(F)(F)F)NC(=O)C1=CNC2=CC=CC=C12 N-[(1S)-2-hydroxy-1-{3-[3-(trifluoromethyl)phenyl]-1,2,4-oxadiazol-5-yl}ethyl]-1H-indole-3-carboxamide